N-{4-[3-(pyridin-2-yl)-1H-pyrrolo[3,2-b]pyridin-2-yl]pyridin-2-yl}butanamide N1=C(C=CC=C1)C1=C(NC=2C1=NC=CC2)C2=CC(=NC=C2)NC(CCC)=O